(2,6-dichlorobenzenesulfonyl)piperazinecarboxylic acid tert-butyl ester C(C)(C)(C)OC(=O)N1C(CNCC1)S(=O)(=O)C1=C(C=CC=C1Cl)Cl